4,8-bis[5-(3,7-dimethyloctyl)thiophen-2-yl]-2,6-bistrimethylstannylbenzo[1,2-d:4,5-d']bisthiazole CC(CCC1=CC=C(S1)C1=C2C(N=C(S2)[Sn](C)(C)C)=C(C2=C1N=C(S2)[Sn](C)(C)C)C=2SC(=CC2)CCC(CCCC(C)C)C)CCCC(C)C